C(C)C(CC=C(C(=O)N)C)CCCC 2-ethylhexyl-methacrylamide